CC1=CC(=NO1)C(=O)NC1=C(C=C(C=C1)C1CCN(CCC1)C)C=1CCCCC1 5-methyl-N-(5-(1-methylazepan-4-yl)-2',3',4',5'-tetrahydro-[1,1'-biphenyl]-2-yl)isoxazole-3-carboxamide